OC1=C(C(=O)C2=CC=CC=C2)C=CC(=C1)OCCCCCCCCCCC 2-hydroxy-4-undecyloxybenzophenone